tert-butyl-6-acrylamido-3-(4-(trifluoromethyl)benzyl)-6,7-dihydropyrazolo[1,5-a]pyrimidine-4(5H)-carboxylate C(C)(C)(C)OC(=O)N1C=2N(CC(C1)NC(C=C)=O)N=CC2CC2=CC=C(C=C2)C(F)(F)F